4-heptyloxybutanol C(CCCCCC)OCCCCO